ClCC[C@@H]1C[C@H](CC(O1)=O)O (4R,6S)-6-(2-chloroethyl)tetrahydro-4-hydroxy-2H-pyran-2-one